6-(2-amino-3H-imidazo[4,5-b]pyridin-6-yl)-N-(1-phenylethyl)quinazolin-4-amine NC1=NC=2C(=NC=C(C2)C=2C=C3C(=NC=NC3=CC2)NC(C)C2=CC=CC=C2)N1